C(C)(C)(C)C1=CC=C(C=C1)C(C(=O)NCC=1C=C2CN(C(C2=CC1)=O)[C@@H]1C(NC(CCC1)=O)=O)=O (S)-2-(4-(tert-butyl)phenyl)-N-((2-(2,7-dioxoazepan-3-yl)-1-oxoisoindolin-5-yl)-methyl)-2-oxoacetamide